FC(OC=1C=C(C=C2NC(C(=NC12)C)=O)CN1CCN(CC1)C=1C=CC(=NC1F)C(=O)NNCC)F 5-(4-((8-(difluoromethoxy)-2-methyl-3-oxo-3,4-dihydroquinoxalin-6-yl)methyl)piperazin-1-yl)-N'-ethyl-6-fluoropyridinehydrazide